CN1N=C(C(=C1[N+](=O)[O-])Cl)[N+](=O)[O-] 1-methyl-3,5-dinitro-4-chloropyrazole